(rac)-2-aminospiro[3.3]heptane-6-carboxylic acid methyl ester hydrochloride Cl.COC(=O)C1CC2(CC(C2)N)C1